N=1N(N=CC1)C1=C(C=C(C=N1)NC(=O)C1=C(C=C(C=C1)C1=C(C=C(C=C1)F)OC(F)F)Cl)C(F)(F)F N-(6-(2H-1,2,3-triazol-2-yl)-5-(trifluoromethyl)pyridin-3-yl)-3-chloro-2'-(difluoromethoxy)-4'-fluoro-[1,1'-biphenyl]-4-carboxamide